FC1=C2C=C(NC2=CC=C1N1C(C2=CC(=NC=C2C(=C1)C(=O)N1CCC(CC1)F)OC)=O)C 2-(4-fluoro-2-methyl-1H-indol-5-yl)-4-(4-fluoropiperidine-1-carbonyl)-7-methoxy-2,6-naphthyridin-1(2H)-one